chloropentalene ClC1=CC=C2C=CC=C12